ClC1=C(C(=O)N)C=C(C(=N1)Cl)Cl 2,5,6-trisChloronicotinamide